(R)-N-(4-((benzyloxy)carbamoyl)-2-fluorophenyl)-N-((5-cyclopentylpyridin-2-yl)methyl)-1-((perfluorophenyl)sulfonyl)azetidine-2-carboxamide C(C1=CC=CC=C1)ONC(=O)C1=CC(=C(C=C1)N(C(=O)[C@@H]1N(CC1)S(=O)(=O)C1=C(C(=C(C(=C1F)F)F)F)F)CC1=NC=C(C=C1)C1CCCC1)F